2,4-dichloro-5,6-dimethoxypyrimidine ClC1=NC(=C(C(=N1)Cl)OC)OC